FC1(CN(C1)C(=O)C1=CN(C(C2=CC(=C(C=C12)OC)OC)=O)C1=C2C=CN(C2=CC(=C1)F)C)F 4-(3,3-difluoro-azetidine-1-carbonyl)-2-(6-fluoro-1-methyl-1H-indol-4-yl)-6,7-dimethoxyisoquinolin-1(2H)-one